CC=1N=C2N(N=C(C=C2C)C2=CC=3C(C=N2)=NN(C3)C3CCNCC3)C1 2,8-dimethyl-6-[2-(4-piperidinyl)pyrazolo[3,4-c]pyridin-5-yl]imidazo[1,2-b]pyridazine